(R)-N1-methyl-4-(5-(2-methylmorpholino)benzo[d]oxazol-2-yl)-2,7-naphthyridine-1,6-diamine CNC1=NC=C(C2=CC(=NC=C12)N)C=1OC2=C(N1)C=C(C=C2)N2C[C@H](OCC2)C